1-{[(1S,3aS,6aR)-5-methyl-3-oxooctahydropyrrolo[3,4-c]pyrrol-1-yl]methoxy}-7-(propan-2-yloxy)isoquinoline-6-carboxamide CN1C[C@H]2[C@@H](C1)C(N[C@@H]2COC2=NC=CC1=CC(=C(C=C21)OC(C)C)C(=O)N)=O